C(C)C12NC(N([C@@H]3[C@@H](COC4=CC=C(C(N[C@H]5[C@@H](CC6=C5C=C(CCCCC1)C=C6)O)=O)C=C34)COC)C(C2)=O)=N (1R,16R,17R,26R)-5-ethyl-16-hydroxy-3-imino-26-(methoxymethyl)-24-oxa-2,4,18-triazahexacyclo[18.6.2.22,5.211,14.013,17.023,27]dotriaconta-11,13,20,22,27,29-hexaene-19,32-dione